6-fluoro-(2,3-dihydroxyquinoxaline) FC=1C=C2N=C(C(=NC2=CC1)O)O